C(C)N(C1=C(C=CC(=C1)NCC1=CC=C(C=C1)C(F)(F)F)NC(CCCCCC(CF)F)=O)CC N-(2-(Diethylamino)-4-((4-(trifluoromethyl)benzyl)amino)phenyl)-7,8-difluorooctanamid